C(C)OC(\C(=C(\C)/C1=CC=C(C=C1)[N+](=O)[O-])\C#N)=O (Z)-2-cyano-3-(4-nitrophenyl)but-2-enoic acid ethyl ester